C1CC(=O)N[C@H]1CO (R)-(-)-5-(hydroxymethyl)-2-pyrrolidone